FC=1C(=CC=C2C(=NC(=NC12)OC[C@H]1N(CCC1)C)N1CC2COCC(C1)N2C(CCCN2CCN(CC2)C)=O)C2=CC(=CC1=CC=CC=C21)O 1-(7-(8-fluoro-7-(3-hydroxynaphthalen-1-yl)-2-(((S)-1-methylpyrrolidin-2-yl)methoxy)quinazolin-4-yl)-3-oxa-7,9-diazabicyclo[3.3.1]nonan-9-yl)-4-(4-methylpiperazin-1-yl)butan-1-one